4-(3-chlorophenyl)-1-(1H-imidazol-1-ylmethyl)pyrrolidin-2-one trans-methyl-4-(3-hydroxy-3-methyl-but-1-ynyl)cyclohexanecarboxylate COC(=O)[C@@H]1CC[C@H](CC1)C#CC(C)(C)O.ClC=1C=C(C=CC1)C1CC(N(C1)CN1C=NC=C1)=O